OC=1C=C(C(=O)OC=2C=C(C(=O)O[C@H]3OC[C@H]([C@@H]([C@H]3OC(C3=CC(=C(C(=C3)O)O)OC(C3=CC(=C(C(=C3)OC(C3=CC(=C(C(=C3)O)O)O)=O)O)O)=O)=O)OC(C3=CC(=C(C(=C3)O)O)OC(C3=CC(=C(C(=C3)OC(C3=CC(=C(C(=C3)O)O)O)=O)O)O)=O)=O)OC(C3=CC(=C(C(=C3)O)O)OC(C3=CC(=C(C(=C3)OC(C3=CC(=C(C(=C3)O)O)O)=O)O)O)=O)=O)C=C(C2O)O)C=C(C1O)OC(C1=CC(=C(C(=C1)O)O)O)=O (2R,3R,4S,5R)-tetrahydro-2H-pyran-2,3,4,5-tetrayl tetrakis(3-((3,4-dihydroxy-5-((3,4,5-trihydroxybenzoyl) oxy) benzoyl) oxy)-4,5-dihydroxybenzoate)